N-(6-methoxy-1,2,3,4-tetrahydroisoquinolin-7-yl)-7-[5-(morpholin-4-yl)pyridin-3-yl]quinazolin-2-amine COC=1C=C2CCNCC2=CC1NC1=NC2=CC(=CC=C2C=N1)C=1C=NC=C(C1)N1CCOCC1